(S)-N-(4-chlorobenzyl)-N-((1R*,3S*)-3-cyanocyclopentyl)-1-tosylpyrrolidine-2-carboxamide ClC1=CC=C(CN(C(=O)[C@H]2N(CCC2)S(=O)(=O)C2=CC=C(C)C=C2)[C@H]2C[C@H](CC2)C#N)C=C1 |o1:24,26|